COC(C1=NC=C(C=C1Cl)NC(=O)C=1C=NN(C1C(F)(F)F)C1=C2C=CC=NC2=CC=C1)=O 3-chloro-5-(1-(quinolin-5-yl)-5-(trifluoromethyl)-1H-pyrazole-4-carboxamido)picolinic acid methyl ester